3,5-difluoro-N-methyl-4-(trifluoromethyl)benzamide FC=1C=C(C(=O)NC)C=C(C1C(F)(F)F)F